ClC=1C(=NC=CC1)C(C(=O)OC(C)(C)C)(C)C tert-butyl 2-(3-chloro-2-pyridyl)-2-methyl-propanoate